C(CCCCCCC\C=C/CCCCCCCC)(=O)OC(C[N+](C)(C)C)CC([O-])=O Carnitine oleate